[C@H]12CN(C[C@H](CC1)N2)C2=NC(=NC1=C(C(=CC=C21)C2=CC=CC1=CC=CC(=C21)Cl)F)OCC(CO)(C)C 3-((4-((1R,5S)-3,8-diazabicyclo[3.2.1]octan-3-yl)-7-(8-chloronaphthalen-1-yl)-8-fluoroquinazolin-2-yl)oxy)-2,2-dimethylpropan-1-ol